ethyl 1-(hydroxymethyl)cyclopropanecarboxylate OCC1(CC1)C(=O)OCC